(2-{bis-[2-(2-tert-butoxycarbonylamino-ethylcarbamoyl)-ethyl]-amino}-ethyl)-carbamic acid benzyl ester C(C1=CC=CC=C1)OC(NCCN(CCC(NCCNC(=O)OC(C)(C)C)=O)CCC(NCCNC(=O)OC(C)(C)C)=O)=O